2-hydroxy-5-(piperazin-1-yl)benzaldehyde OC1=C(C=O)C=C(C=C1)N1CCNCC1